1-(6-Bromopyridin-3-yl)-5-fluoro-6-methoxy-1H-indazole BrC1=CC=C(C=N1)N1N=CC2=CC(=C(C=C12)OC)F